Dimethyl-phenylethynyl-silane C[SiH](C#CC1=CC=CC=C1)C